BrC=1C(=NC=C(C1)C1=NN=C(N1)C(F)(F)F)C E-3-bromo-2-methyl-5-(5-(trifluoromethyl)-4H-1,2,4-triazol-3-yl)pyridine